2-((6,7-dichloro-2-methyl-1-oxo-1,2,3,4-tetrahydropyrazino[1,2-a]indol-9-yl)oxy)acetonitrile ClC1=C(C=C(C=2C=C3N(C12)CCN(C3=O)C)OCC#N)Cl